N-(4-hydroxybutyl)-2-pyrrolidone OCCCCN1C(CCC1)=O